5-nitropyrimidine-2,4(1h,3h)-dione [N+](=O)([O-])C=1C(NC(NC1)=O)=O